FC=1C=C2N(CCN(C2=CC1)CC(C)N1CCCC1)C1=CC=C(C=C1)F 1-(6-fluoro-4-(4-fluorophenyl)-3,4-dihydroquinoxalin-1(2H)-yl)-2-(pyrrolidin-1-yl)propan